C(C=C)[C@H]1[C@H]2CC[C@@H](CN1C1=NC(=NC3=C(C=C(C(=C13)Br)F)F)OC[C@]13CCCN3C[C@@H](C1)F)N2CC2=CC=CC=C2 4-((1R,2S,5S)-2-allyl-8-benzyl-3,8-diazabicyclo[3.2.1]octan-3-yl)-5-bromo-6,8-difluoro-2-(((2R,7aS)-2-fluorotetrahydro-1H-pyrrolizin-7a(5H)-yl)methoxy)quinazoline